C(C)(C)(C)OC(=O)NCCCN(CC(CCCCCC(=O)OC(CCCCCCCC)CCCCCCCC)O)CC(CCCC(=O)OCCCCCCCCCCC)O 1-octylnonyl 8-{[3-(tert-butoxycarbonylamino)propyl][2-hydroxy-5-(undecyloxycarbonyl)pentyl]amino}-7-hydroxyoctanoate